N-((5-(1,4-dioxo-8-azaspiro[4.5]decan-8-yl)thiophen-2-yl)methyl)-2-(9-(pyridin-2-yl)-6-oxaspiro[4.5]decan-9-yl)ethanamine O=C1CCC(C12CCN(CC2)C2=CC=C(S2)CNCCC2(CCOC1(CCCC1)C2)C2=NC=CC=C2)=O